BrC1=C2C(NC(=NC2=C(C=C1)F)Cl)=O 5-bromo-2-chloro-8-fluoroquinazolin-4(3H)-one